FC(C)(C)C1NC(OC1=O)=O 4-(2-fluoroprop-2-yl)oxazolidine-2,5-dione